C1(CCCCC1)CCC(=O)OCCC(CCC(CCC(CCCCC)CCSCC(CCCC)OC(CCC1CCCCC1)=O)NCCCCO[Si](C1=CC=CC=C1)(C1=CC=CC=C1)C(C)(C)C)CCCCC 6-((4-((tert-Butyldiphenylsilyl)oxy)butyl)amino)-9-(2-((2-((3-cyclohexylpropan-oyl)oxy)hexyl)thio)ethyl)-3-pentyltetradecyl 3-cyclohexylpropanoate